CC1(N(CC1)CC(=O)NC=1C=C(C=NC1C)NC(=O)C=1C=C2C(=NC1)NC(=C2)C=2C=NN(C2)C)C N-(5-(2-(2,2-dimethylazetidin-1-yl)acetamido)-6-methylpyridin-3-yl)-2-(1-methyl-1H-pyrazol-4-yl)-1H-pyrrolo[2,3-b]pyridine-5-carboxamide